1-(5-chloro-2-((E)-styryl)pyridin-4-yl)ethan-1-one oxime ClC=1C(=CC(=NC1)\C=C\C1=CC=CC=C1)C(C)=NO